5-((5-(2-(((1R,3R)-3-(dimethylamino)cyclopentyl)oxy)-6-methoxyphenyl)-1H-pyrazol-3-yl)amino)pyrazine-2-carbonitrile CN([C@H]1C[C@@H](CC1)OC1=C(C(=CC=C1)OC)C1=CC(=NN1)NC=1N=CC(=NC1)C#N)C